(3R)-4-[4-(dimethyl-1H-1,2,3-triazol-5-yl)-5-iodo-7-[3-methyl-1-(oxan-2-yl)-1H-pyrazol-5-yl]imidazo[1,5-b]pyridazin-2-yl]-3-methylmorpholine CC=1N=NN(C1C=1C=2N(N=C(C1)N1[C@@H](COCC1)C)C(=NC2I)C2=CC(=NN2C2OCCCC2)C)C